O=[13CH][C@H](O)[C@@H](O)[C@H](O)[C@H](O)CO glucose-13C